CN1C(C(N(CC1)CCC1=CC=C(C=C1)B1OC(C(O1)(C)C)(C)C)C)=O 1,3-dimethyl-4-[4-(4,4,5,5-tetramethyl-1,3,2-dioxaborolan-2-yl)phenethyl]Piperazin-2-one